phenanthroline-2,3-dinitrile N1=C(C(=CC2=CC=C3C=CC=NC3=C12)C#N)C#N